COC1=CC=2C3=C(NC2C=C1)CCN(C3)C(=O)C=3N=C(NC3)C(F)(F)F (8-Methoxy-1,3,4,5-tetrahydropyrido[4,3-b]indol-2-yl)-[2-(trifluoromethyl)-1H-imidazol-4-yl]methanon